pyrazolo[4,3-b]pyridine-4-carboxylate N1=NC=C2N(C=CC=C21)C(=O)[O-]